N=1C=NN2C1C=CC(=C2)C=2N(N=C1C(N(C=CC12)C=1C=NN(C1)S(=O)(=O)C)=O)C1=NC(=CC=C1)C 3-([1,2,4]triazolo[1,5-a]pyridin-6-yl)-2-(6-methylpyridin-2-yl)-6-(1-(methylsulfonyl)-1H-pyrazol-4-yl)-2H-pyrazolo[3,4-c]pyridin-7(6H)-one